NC(CNC1=NC(=C2C(=N1)N(N=C2)C)NC2CC1(CC(C1)(F)F)C2)C2=CC=CC=C2 N6-(2-amino-2-phenyl-ethyl)-N4-(2,2-difluorospiro[3.3]heptan-6-yl)-1-methyl-pyrazolo[3,4-d]pyrimidine-4,6-diamine